ClC1=CC=2N(C3=CC=CC=C3C2C=C1)C1=C(C=C(C(=C1C)OC)C)NS(=O)(=O)C1=CC=C(C=C1)C N-(2-(2-chloro-9H-carbazol-9-yl)-4-methoxy-3,5-dimethylphenyl)-4-methylbenzenesulfonamide